3,6-dimethyl-1-heptyn CC(C#C)CCC(C)C